tert-butyl 7-((5-fluoro-2-methylbenzyl) oxy)-3,4-dihydroisoquinoline-2(1H)-carboxylate FC=1C=CC(=C(COC2=CC=C3CCN(CC3=C2)C(=O)OC(C)(C)C)C1)C